(2R)-2-methyl-2-((tetrahydro-2H-pyran-2-yl)oxy)butyl (2S)-2-phenylpropanoate C1(=CC=CC=C1)[C@@H](C(=O)OC[C@@](CC)(OC1OCCCC1)C)C